(1S,2S)-8-(benzyloxy)-N-(2,4-difluorobenzyl)-2,5,5-trimethyl-7,9-dioxo-2,5,7,9-tetrahydro-1,6-methanopyrido[1,2-b][1,2,5]triazonine-10-carboxamide C(C1=CC=CC=C1)OC=1C(C(=CN2N3[C@H](C=CC(N(C(C21)=O)C3)(C)C)C)C(=O)NCC3=C(C=C(C=C3)F)F)=O